N-(5-(4-hydroxypiperidin-1-yl)-2-morpholinooxazolo[4,5-b]pyridin-6-yl)-2-(2-methylpyridin-4-yl)oxazole-4-carboxamide OC1CCN(CC1)C1=C(C=C2C(=N1)N=C(O2)N2CCOCC2)NC(=O)C=2N=C(OC2)C2=CC(=NC=C2)C